5-benzyl 1-(tert-butyl) (S)-2-hydroxypentanedioate O[C@H](C(=O)OC(C)(C)C)CCC(=O)OCC1=CC=CC=C1